Propan-2-yl 3,5-dimethyl-2-(2-((7-(5-methyl-1,2,4-oxadiazol-3-yl)isoquinolin-1-yl)amino)ethyl)-3H-imidazo[4,5-b]pyridine-6-carboxylate CN1C(=NC=2C1=NC(=C(C2)C(=O)OC(C)C)C)CCNC2=NC=CC1=CC=C(C=C21)C2=NOC(=N2)C